1,1'-dimethyl-4,4'-bipyridyl dichloride [Cl-].[Cl-].CN1C=CC(C=C1)=C1C=CN(C=C1)C